FC1([C@H](CN(CC1)[C@H](C(=O)NC=1SC2=C(N1)C=C1C(=C2)OC(O1)(F)F)C)C=1N=CC(NC1)=O)F (S)-2-((R)-4,4-difluoro-3-(5-oxo-4,5-dihydropyrazin-2-yl)piperidin-1-yl)-N-(2,2-difluoro-[1,3]dioxolo[4',5':4,5]benzo[1,2-d]thiazol-6-yl)propanamide